N1CCC(CC1)NC1=NC2=CC=C(C=C2C=C1)OCCC(=O)O 3-((2-(piperidin-4-ylamino)quinolin-6-yl)oxy)-propionic acid